tert-butyl-(1-(2-(2-methoxyphenoxy) ethyl)-2,5-dioxopyrrolidin-3-yl) carbamate C(N)(OC1(C(N(C(C1)=O)CCOC1=C(C=CC=C1)OC)=O)C(C)(C)C)=O